CC1OC(OC(C1)C)=O 4,6-dimethyl-1,3-dioxan-2-one